C1=CC=CC=2C3=CC=CC=C3N(C12)C[C@H](CNC[C@H](C)NC(OC(C)(C)C)=O)O tert-butyl ((S)-1-(((S)-3-(9H-carbazol-9-yl)-2-hydroxypropyl)amino)propan-2-yl)carbamate